1-(4-bromophenyl)ethan-1-one oxime BrC1=CC=C(C=C1)C(C)=NO